The molecule is a monocarboxylic acid anion that is the conjugate base of 3-(3,4-dihydroxyphenyl)propanoic acid. It has a role as a human xenobiotic metabolite. It is a conjugate base of a 3-(3,4-dihydroxyphenyl)propanoic acid. C1=CC(=C(C=C1CCC(=O)[O-])O)O